C(#N)[C@H]1N([C@H]2C[C@H]2C1)C(CNC(=O)C1=CC=NC2=CC=C(C=C12)C1(CC1)C(F)(F)F)=O N-(2-((1S,3S,5S)-3-Cyano-2-azabicyclo[3.1.0]hexan-2-yl)-2-oxoethyl)-6-(1-(trifluoromethyl)cyclopropyl)quinoline-4-carboxamide